(S)-2-((3-chlorophenyl)sulfonamido)-N-(cyanomethyl)-3-(6-(2-methylpyridin-4-yl)benzo[d]oxazol-2-yl)propanamide zirconium tris-n-propoxide [O-]CCC.[O-]CCC.[O-]CCC.[Zr+3].ClC=1C=C(C=CC1)S(=O)(=O)N[C@H](C(=O)NCC#N)CC=1OC2=C(N1)C=CC(=C2)C2=CC(=NC=C2)C